2-(chloromethyl)-2-methyl-1-(1H-1,2,4-triazol-1-ylmethyl)cyclopentan-1-ol ClCC1(C(CCC1)(O)CN1N=CN=C1)C